N(=[N+]=[N-])CC(=O)N[C@H]1C(O)O[C@@H]([C@H]([C@@H]1O[C@@H](C(=O)O)C)O)CO N-azidoacetylmuramic acid